(4R)-4-(2-chlorothiazol-5-yl)-N-methyl-thiazolidin-2-imine ClC=1SC(=CN1)[C@@H]1NC(SC1)=NC